BrC=1C=C(C=CC1O)C(C)(C1=CC(=C(C=C1)O)Br)C1=CC(=C(C=C1)O)Br 1,1,1-tris(3-bromo-4-hydroxyphenyl)-ethane